Methyl 2-({[(2R)-1-methoxy-1-oxopropan-2-yl]carbamoyl}amino)benzoate COC([C@@H](C)NC(=O)NC1=C(C(=O)OC)C=CC=C1)=O